C(C)(=O)OCC1=NN(C=2C1=NC=C(C2)C=2C=NN1C2N=CC=C1)C1=C(C=CC(=C1)Cl)OC(F)F [1-[5-chloro-2-(difluoromethoxy)phenyl]-6-pyrazolo[1,5-a]pyrimidin-3-yl-pyrazolo[4,3-b]pyridin-3-yl]methyl acetate